O1C(C1)COC1=CC2=CC=C(C=C2C=C1)OCC1OC1 2,6-bis(oxiran-2-ylmethoxy)naphthalene